1,3,5-tris[4'-(ethynyl)phenyl]benzene C(#C)C1=CC=C(C=C1)C1=CC(=CC(=C1)C1=CC=C(C=C1)C#C)C1=CC=C(C=C1)C#C